NC=1C=2N(C=CN1)C(=NC2C2=C(C=C(C(=O)NC1=NC=CC(=C1)C(F)(F)F)C=C2)OCC)[C@H]2CN1[C@@H](CO2)CNC2(C1=O)CC2 4-(8-amino-3-((3'R,9a'R)-6'-oxohexahydro-1'H-spiro[cyclopropane-1,7'-pyrazino[2,1-c][1,4]oxazin]-3'-yl)imidazo[1,5-a]pyrazin-1-yl)-3-ethoxy-N-(4-(trifluoromethyl)pyridin-2-yl)benzamide